O=C1C2=C(N=C(N1)C1=CC=C(C=C1)C1=CC=C(C=C1)B(O)O)CCSC2 (4'-(4-oxo-3,5,7,8-tetrahydro-4H-thiopyrano[4,3-d]pyrimidin-2-yl)-[1,1'-biphenyl]-4-yl)boronic acid